(N-(2-aminoethyl)-3-aminopropyl)(triethoxy)silane NCCNCCC[Si](OCC)(OCC)OCC